BrCC1=CC=C(C=C1)OC 4-bromomethyl-anisole